(S)-2-(2,5-difluoro-4-(6-((5-chlorothiazol-2-yl)methoxy)pyridin-2-yl)-benzyl)-4-fluoro-1-((oxetan-2-yl)methyl)-3-oxo-2,3-dihydro-1H-indazole-6-carboxylic acid FC1=C(CN2N(C3=CC(=CC(=C3C2=O)F)C(=O)O)C[C@H]2OCC2)C=C(C(=C1)C1=NC(=CC=C1)OCC=1SC(=CN1)Cl)F